N[C@H]1C[C@@H](O[C@H]([C@H]1O)C)O[C@H]1C[C@@](CC=2C(=C3C(C=4C=CC=C(C4C(C3=C(C12)O)=O)OC)=O)O)(C(CO)=O)O (8S,10S)-10-(((2R,4S,5S,6S)-4-amino-5-hydroxy-6-methyltetrahydro-2H-pyran-2-yl)oxy)-6,8,11-trihydroxy-8-(2-hydroxyacetyl)-1-methoxy-7,8,9,10-tetrahydrotetracene-5,12-dione